C/C(/C(=O)OCC1=CC=CC=C1)=C\COCC=C benzyl (E)-2-methyl-4-prop-2-enoxybut-2-enoate